C(C)(C)(C)OC(=O)NC1=C(C(=O)O)C(=CC=C1)O 2-((tert-Butoxycarbonyl)amino)-6-hydroxybenzoic acid